2-(((benzylthio)carbonyl)amino)-4-methoxybenzoic acid C(C1=CC=CC=C1)SC(=O)NC1=C(C(=O)O)C=CC(=C1)OC